C[Si](O[Si](O[Si](O[Si](C1=CC=CC=C1)(C1=CC=CC=C1)C)(C)C)(C)C)(C1=CC=CC=C1)C1=CC=CC=C1 1,3,3,5,5,7-Hexamethyl-1,1,7,7-tetraphenyltetrasiloxan